N-phenoxycarbonyl-N-cyanoglycine O(C1=CC=CC=C1)C(=O)N(CC(=O)O)C#N